tert-Butyl 4-(3,3-difluoro-5-(5-(thiophen-2-yl)isoxazole-3-carboxamido)pentyl)piperazine-1-carboxylate FC(CCN1CCN(CC1)C(=O)OC(C)(C)C)(CCNC(=O)C1=NOC(=C1)C=1SC=CC1)F